FC(S(=O)(=O)[O-])(F)F.C[S+](C)C trimethylsulfonium trifluoromethanesulfonate